O=C1N(C(C=C1)=O)CC(=O)NCCCC[C@H](NC(CCOCCOCCOCCOCCOCCOCCOCCOC)=O)C(=O)O (28S)-28-(4-{[(2,5-dioxo-2,5-dihydro-1H-pyrrol-1-yl)acetyl]amino}butyl)-26-oxo-2,5,8,11,14,17,20,23-octaoxa-27-azanonacosan-29-oic acid